5-(3-((4-(3-Amino-4-nitrophenyl)piperazin-1-yl)methyl)azetidin-1-yl)-2-(2,6-dioxopiperidin-3-yl)-6-fluoroisoindoline-1,3-dione NC=1C=C(C=CC1[N+](=O)[O-])N1CCN(CC1)CC1CN(C1)C=1C=C2C(N(C(C2=CC1F)=O)C1C(NC(CC1)=O)=O)=O